FC=1C(=NC(=C(C1N1CC2=CN=C(C=C2C2(C1=O)CC2)NC2=C(C=CC=C2C)NC(C=C)=O)F)OC)OC N-(2-((2'-(3,5-difluoro-2,6-dimethoxypyridin-4-yl)-3'-oxo-2',3'-dihydro-1'H-spiro[cyclopropane-1,4'-[2,7]naphthyridin]-6'-yl)amino)-3-methylphenyl)acrylamide